2-(4-(6-aminopyridin-3-yl)-1,4-oxazepan-6-yl)propan-2-ol NC1=CC=C(C=N1)N1CCOCC(C1)C(C)(C)O